C[Si]1(O[Si](O[Si](O1)(C)C)(C)C)C Hexamethyl-cyclotrisiloxane